C[C@@H]1C[C@@H]([C@@H](N1C(=O)OCC1=CC=CC=C1)COC1CC2CC2(CC1)C1=NC=CC=N1)N(C(C(F)(F)F)=O)CC1=CC=C(C=C1)OC benzyl (2R,3S,5R)-5-methyl-2-(((6-(pyrimidin-2-yl)bicyclo[4.1.0]heptan-3-yl)oxy)methyl)-3-(2,2,2-trifluoro-N-(4-methoxybenzyl)acetamido)pyrrolidine-1-carboxylate